CN(C)C[C@]1(CN(CC1)C1=C(C=C(C=C1)S(=O)(=O)N(CC1=CC=C(C=C1)OC)C1=NC(=CC=C1)F)C(F)(F)F)OC (R)-4-(3-((dimethylamino)methyl)-3-methoxypyrrolidin-1-yl)-N-(6-fluoropyridin-2-yl)-N-(4-methoxybenzyl)-3-(trifluoromethyl)benzenesulfonamide